C1(CCCC1)C[C@H]1[C@H](C2=CC=C(C=C2C(C1)(F)F)O)C1=CC=C(C=C1)N1CCC(CC1)C(OC)OC (1S,2R)-2-(cyclopentylmethyl)-1-[4-[4-(dimethoxymethyl)-1-piperidyl]phenyl]-4,4-difluoro-tetralin-6-ol